NC=1C=C(C=C(C1)CO)CO (5-amino-1,3-phenylene)dimethanol